3,4-difluoro-5-anisic acid FC=1C=C(C(=O)O)C=C(C1F)OC